9-((2R,6S)-6-(((tert-butyldimethylsilyl)oxy)methyl)-4-tritylmorpholin-2-yl)-2-isobutyramido-9H-purin-6-yl 2,4,6-triisopropylbenzenesulfonate C(C)(C)C1=C(C(=CC(=C1)C(C)C)C(C)C)S(=O)(=O)OC1=C2N=CN(C2=NC(=N1)NC(C(C)C)=O)[C@H]1CN(C[C@H](O1)CO[Si](C)(C)C(C)(C)C)C(C1=CC=CC=C1)(C1=CC=CC=C1)C1=CC=CC=C1